(S)-tartronyl-CoA C([C@@H](O)C(=O)O)(=O)SCCNC(CCNC([C@@H](C(COP(OP(OC[C@@H]1[C@H]([C@H]([C@@H](O1)N1C=NC=2C(N)=NC=NC12)O)OP(=O)(O)O)(=O)O)(=O)O)(C)C)O)=O)=O